(2S)-N-{1-cyano-2-[7-fluoro-2-(3-methyl-2-oxo-1,3-benzoxazol-5-yl)-1-benzothiophen-6-yl]ethyl}-1,4-oxazepane-2-carboxamide C(#N)C(CC1=C(C2=C(C=C(S2)C=2C=CC3=C(N(C(O3)=O)C)C2)C=C1)F)NC(=O)[C@H]1OCCCNC1